CC(O)(OC(CC=O)=O)C 2,2-dimethyl-1,3-dioxahexane-4,6-dione